8-Chloro-3-(2-methoxy-ethyl)-indolizine-1-carboxylic acid (3,3-difluoro-1-hydroxycyclohexylmethyl)-amide FC1(CC(CCC1)(O)CNC(=O)C=1C=C(N2C=CC=C(C12)Cl)CCOC)F